ethyl (6bR,10aS)-3-(4-methoxybenzyl)-2-oxo-2,3,6b,9,10,10a-hexahydro-1H-pyrido[3',4':4,5]pyrrolo-[1,2,3-de]quinoxaline-8(7H)-carboxylate COC1=CC=C(CN2C(CN3C=4C(=CC=CC24)[C@H]2[C@@H]3CCN(C2)C(=O)OCC)=O)C=C1